C(#N)C1=C2C(C(=NN(C2=CC=C1)C1=CC=C(C=C1)C(F)(F)F)C(=O)O)=O 5-cyano-4-oxo-1-[4-(trifluoromethyl)phenyl]cinnoline-3-carboxylic acid